5-(4-methoxyphenyl)-10-methylnaphtho[1',2':4,5]imidazo[1,2-a]pyridine-3-carbonitrile COC1=CC=C(C=C1)C1=CC2=C(N=C3N2C=CC(=C3)C)C=3C=CC(=CC13)C#N